COC(=O)C1=CC=C2C(=N1)N(C(=N2)CCl)C[C@H]2OCC2 (S)-2-(chloromethyl)-3-(oxetane-2-ylmethyl)-3H-imidazo[4,5-b]pyridine-5-carboxylic acid methyl ester